C(#N)C=1C=C(C=CC1)C1=NN2C(N=C(C=C2)C(=O)N[C@H](C(C)(C)O)C)=C1C1=CC(=NC(=C1)C)C (3-cyanophenyl)-3-(2,6-dimethyl-4-pyridinyl)-N-[(1S)-2-hydroxy-1,2-dimethyl-propyl]pyrazolo[1,5-a]pyrimidine-5-carboxamide